3,3'-bis(4-carboxyphenoxy)biphenyl C(=O)(O)C1=CC=C(OC=2C=C(C=CC2)C2=CC(=CC=C2)OC2=CC=C(C=C2)C(=O)O)C=C1